CC=1N(C(=CC1)C)C1=CC=C(C(=N1)CC)B1OC(C(O1)(C)C)(C)C 6-(2,5-dimethyl-1H-pyrrol-1-yl)-2-ethyl-3-(4,4,5,5-tetramethyl-1,3,2-dioxaborolan-2-yl)pyridine